FC1=NC(=CC=C1N1CCN(CC1)CC=1C(=C2NC(C=3N(C2=CC1)N=CC3)=O)F)C(NC3CC3)=O 7-((4-(2-fluoro-6-(cyclopropylcarbamoyl)pyridin-3-yl)piperazin-1-yl)methyl)-6-fluoropyrazolo[1,5-a]quinoxalin-4(5H)-one